z-propyl-1,1'-biphenyl C(CC)C1=C(C=CC=C1)C1=CC=CC=C1